ClC=1C=C(C(=NC1)N1C([C@@H](N(C(C1)=O)CC1=CC(=C(C=C1)F)F)C1COC1)=O)F (S)-1-(5-chloro-3-fluoropyridin-2-yl)-4-(3,4-difluorobenzyl)-3-(oxetan-3-yl)piperazine-2,5-dione